PYRIDO[3,4-D]PYRIDAZINE-5-BORONIC ACID C1=C2C(=CN=N1)C(=NC=C2)B(O)O